BrC=1N=C2N(COC3=C2C(=CC=C3)OC)C1C1=CC=CC=C1 2-Bromo-10-methoxy-3-phenyl-5H-benzo[e]imidazo[1,2-c][1,3]oxazine